CN1C(CCC1)=O methyl-2-pyrrolidone